tert-butyl 4-[[(2S,6S)-4-(4-amino-2,6-difluoro-phenyl)-2,6-dimethyl-piperazin-1-yl]methyl]piperidine-1-carboxylate NC1=CC(=C(C(=C1)F)N1C[C@@H](N([C@H](C1)C)CC1CCN(CC1)C(=O)OC(C)(C)C)C)F